CC1CC(NC=2N=CN=CC21)=O 5-methyl-5H,6H,8H-pyrido[2,3-d]pyrimidin-7-one